O=C(CN1C2=C(OCC1=O)C=CC=C2)N2CC1=C(N=C(NC1=O)C1(CC1)C1=CC=CC=C1)CC2 4-(2-oxo-2-(4-oxo-2-(1-phenylcyclopropyl)-3,5,7,8-tetrahydropyrido[4,3-d]pyrimidin-6(4H)-yl)ethyl)-2H-benzo[b][1,4]oxazin-3(4H)-one